C(C)C1(CCC1)C(=O)O 1-ethylcyclobutane-1-carboxylic acid